tert-butyl N-[[2-methyl-4-(6-vinylpyrrolo[2,1-f][1,2,4]triazin-4-yl)phenyl]methyl]carbamate CC1=C(C=CC(=C1)C1=NC=NN2C1=CC(=C2)C=C)CNC(OC(C)(C)C)=O